5-(4-((1-((1-(3-aminopropyl)-3-(4-(trifluoromethoxy)phenyl)-1H-indol-7-yl)methyl)piperidin-4-yl)methyl)piperazin-1-yl)-2-(2,6-dioxopiperidin-3-yl)isoindoline NCCCN1C=C(C2=CC=CC(=C12)CN1CCC(CC1)CN1CCN(CC1)C=1C=C2CN(CC2=CC1)C1C(NC(CC1)=O)=O)C1=CC=C(C=C1)OC(F)(F)F